FC=1C=C(C=C(C1OC(F)(F)F)F)Br 3,5-difluoro-4-trifluoromethoxybromobenzene